(6aS,9R)-7-methyl-4,6,6a,7,8,9-hexahydroindolo[4,3-fg]quinoline-9-carboxamide CN1C[C@@H](C=C2C3=C4C(C[C@H]12)=CNC4=CC=C3)C(=O)N